N1=CC(=CC=C1)[C@@H](C)NC(=O)[C@H]1CN(CC[C@@H]1NC(=O)C1=NOC(=C1)C1=C(C=C(C=C1)F)F)CC1CC1 (3S,4S)-1-cyclopropylmethyl-4-{[5-(2,4-difluoro-phenyl)-isoxazole-3-carbonyl]-amino}-piperidine-3-carboxylic acid ((R)-1-pyridin-3-yl-ethyl)-amide